methylpropane triacrylate CC(C(C)(OC(=O)C=C)OC(=O)C=C)OC(=O)C=C